ClC1=CC=C(C=C1)[C@H]1O[C@@H](C(N([C@H]1C1=CC=C(C=C1)Cl)[C@H](C(=O)OCC)C1CC1)=O)CC1=CC=C(C=C1)C#N (S)-ethyl 2-((2R,3S,6R)-2,3-bis(4-chlorophenyl)-6-(4-cyanobenzyl)-5-oxomorpholino)-2-cyclopropylacetate